methallylpyrrolidine C(C(C)=C)N1CCCC1